2,3,5-trifluoro-benzenesulfonamide FC1=C(C=C(C=C1F)F)S(=O)(=O)N